3-([4-(2-hydroxypropan-2-yl)furan-2-yl]sulfonyl)-1-(4-nitrophenyl)urea OC(C)(C)C=1C=C(OC1)S(=O)(=O)NC(NC1=CC=C(C=C1)[N+](=O)[O-])=O